ClC=1C(=CC(=C(N)C1)F)COC1=CC=CC=C1 5-chloro-2-fluoro-4-(phenoxymethyl)aniline